N[C@@H]([C@@H](C(=O)OCC)NC(=O)OC(C)(C)C)C=1OC=C(N1)I ethyl (2S,3S)-3-amino-2-((tert-butoxycarbonyl)amino)-3-(4-iodooxazol-2-yl)propanoate